OCCCC(=O)[O-].[K+] potassium gamma-hydroxybutyrate